C1=C2C=3C=C4C(=CC3C3=CC=CC=C3C2=CC=C1)C=CC1=CC=CC=C14 naphtho[2,1-b]triphenylene